N1N=NC(=C1)NC(=O)O.BrC1=NC=CC=C1 bromopyridine triazolecarbamate